COC1=C2C=C3C=CC(=CC3=CC2=CC2=CC=CC=C12)C#N 6-methoxy-2-naphthacenenitrile